(2S)-2-amino-6-[[4-[[3-[4-(difluoromethoxy)phenyl]imidazo[1,2-a]pyrazin-8-yl]amino]-2-methylbenzoyl]amino]hexanoic acid N[C@H](C(=O)O)CCCCNC(C1=C(C=C(C=C1)NC=1C=2N(C=CN1)C(=CN2)C2=CC=C(C=C2)OC(F)F)C)=O